N1=CC=C(C=C1)C1=NC2=CN=CC=C2C(=C1)N1C[C@@H](NCC1)C(F)(F)F (R)-2-(pyridin-4-yl)-4-(3-(trifluoromethyl)piperazin-1-yl)-1,7-naphthyridin